N-ethyl-6-(5-methyl-1H-indazol-4-yl)-9,10-dihydro-8H-pyrido[1,6-a:2,3-d']dipyrimidin-2-amine C(C)NC=1N=CC2=C(N1)N1C(=NCCC1)C(=C2)C2=C1C=NNC1=CC=C2C